1-(7-ethoxy-4-(1-methyl-3-phenyl-1H-pyrazol-4-yl)quinazolin-6-yl)ethan-1-one C(C)OC1=C(C=C2C(=NC=NC2=C1)C=1C(=NN(C1)C)C1=CC=CC=C1)C(C)=O